3-(5-bromonaphthalen-2-yl)-5H,6H,7H,8H,9H-[1,2,4]triazolo[4,3-a]azepine BrC1=C2C=CC(=CC2=CC=C1)C1=NN=C2N1CCCCC2